C(C)C(C(C1=CC=CC=C1)NC(=O)C=1C=C2C(=NC1)C=CS2)(CC)O N-(2-ethyl-2-hydroxy-1-phenylbutyl)thieno[3,2-b]pyridine-6-carboxamide